(S)-quinuclidin-3-yl (3,3-dimethyl-7-(naphthalen-1-yl)chroman-4-yl)carbamate CC1(COC2=CC(=CC=C2C1NC(O[C@@H]1CN2CCC1CC2)=O)C2=CC=CC1=CC=CC=C21)C